N-methyl-oxindole CN1C(CC2=CC=CC=C12)=O